BrC=1C=C(C(C#N)=CC1Br)C#N 4,5-dibromophthalonitrile